NC1=C(C(=O)OC)C=C(C(=C1F)Br)F Methyl 2-amino-4-bromo-3,5-difluorobenzoate